COCCOCC1=CC=C(C=C1)C1=CC=C(C=C1)C1(CC1)NC(=O)NC1(CCN2CCC1CC2)C 1-(1-(4'-((2-Methoxyethoxy)methyl)-[1,1'-biphenyl]-4-yl)cyclopropyl)-3-(4-methyl-1-azabicyclo[3.2.2]nonan-4-yl)urea